2-[4-(5-Amino-[1,2,4]triazolo[1,5-a]pyridin-7-yl)phenyl]-N-[4-(trifluoromethoxy)phenyl]acetamide NC1=CC(=CC=2N1N=CN2)C2=CC=C(C=C2)CC(=O)NC2=CC=C(C=C2)OC(F)(F)F